ClC=1C=C(C=C(C1)Cl)CN1N=NC(=C1C)C(=O)NC1=CC(=CC=C1)CO 1-[(3,5-Dichlorophenyl)methyl]-N-[3-(hydroxymethyl)phenyl]-5-methyl-1H-1,2,3-triazole-4-carboxamide